N-(6-(4-cyclopropyl-4H-1,2,4-triazol-3-yl)pyridin-2-yl)-1H-benzo[d]imidazole-2-carboxamide C1(CC1)N1C(=NN=C1)C1=CC=CC(=N1)NC(=O)C1=NC2=C(N1)C=CC=C2